(S)-4-((2-((2-methylpyridin-3-yl)oxy)ethyl)(4-(5,6,7,8-tetrahydro-1,8-naphthyridin-2-yl)butyl)amino)-2-((2-(pyridin-3-yl)quinazolin-4-yl)amino)butanoic acid CC1=NC=CC=C1OCCN(CC[C@@H](C(=O)O)NC1=NC(=NC2=CC=CC=C12)C=1C=NC=CC1)CCCCC1=NC=2NCCCC2C=C1